3-(4-(((1r,4r)-4-aminocyclohexyl)(3-(piperidin-4-yl)propyl)amino)-1-oxoisoindolin-2-yl)piperidine-2,6-dione NC1CCC(CC1)N(C1=C2CN(C(C2=CC=C1)=O)C1C(NC(CC1)=O)=O)CCCC1CCNCC1